C(C)N1N=C(C(=C1)C1=NC(=NC=C1)NC1=CC=C2CCCNC2=C1)C=1C=NC=CC1 N-(4-(1-Ethyl-3-(pyridin-3-yl)-1H-pyrazol-4-yl)pyrimidin-2-yl)-1,2,3,4-tetrahydroquinolin-7-amine